N-((5-(5-(difluoromethyl)-1,3,4-oxadiazol-2-yl)thiazol-2-yl)methyl)-N-(6-(trifluoromethyl)pyridin-3-yl)ethanesulfonamide FC(C1=NN=C(O1)C1=CN=C(S1)CN(S(=O)(=O)CC)C=1C=NC(=CC1)C(F)(F)F)F